NC1=NC(=CC=2N1N=C(N2)CC2=NC=CC=C2)C2=C(C#N)C=CC=C2 (5-amino-2-(pyridin-2-ylmethyl)-[1,2,4]triazolo[1,5-c]pyrimidin-7-yl)benzonitrile